4-(N-methylaminomethyl)phenylboronic acid CNCC1=CC=C(C=C1)B(O)O